CC1(CC(CC1OCCCCC1=NC=2NCCCC2C=C1)N(C(C(=O)O)C1=C2[C@@H](COC3(CCOCC3)C2=CC=C1)C)C)C 2-((3,3-dimethyl-4-(4-(5,6,7,8-tetrahydro-1,8-naphthyridin-2-yl)butoxy)cyclopentyl)(methyl)amino)-2-((S)-4-methyl-2',3',5',6'-tetrahydrospiro[isochromane-1,4'-pyran]-5-yl)acetic acid